Tert-butyl (1R,3R)-1-((tert-butoxycarbonyl) amino)-3-hydroxy-8-azaspiro[4.5]decane-8-carboxylate C(C)(C)(C)OC(=O)N[C@@H]1C[C@@H](CC12CCN(CC2)C(=O)OC(C)(C)C)O